N1=C(C=C(C=C1)C(=O)O)C1=NC=CC(=C1)C(=O)O.[Fe] iron 2,2'-bipyridine-4,4'-dicarboxylic acid